CNCCNC.[N] nitrogen dimethyl-ethylenediamine